2-(4-amino-2-chlorophenyl)acetonitrile NC1=CC(=C(C=C1)CC#N)Cl